C1(CC1)[C@H](C)NC1=NN2C(C=N1)=C(C=C2)C=2C=NC=1N(C2)C=CN1 (S)-N-(1-Cyclopropylethyl)-5-(imidazo[1,2-a]pyrimidin-6-yl)pyrrolo[2,1-f][1,2,4]triazin-2-amine